ClC1=C(C=CC(=C1)CNC([2H])([2H])[2H])N1N=CC(=C1)C1=NC(=NC=C1C#N)N[C@@H]1[C@@H](CN(CC1)S(=O)(=O)C1CC1)F 4-(1-(2-Chloro-4-(((methyl-d3)amino)methyl)phenyl)-1H-pyrazol-4-yl)-2-(((3R,4S)-1-(cyclopropylsulfonyl)-3-fluoropiperidin-4-yl)amino)pyrimidine-5-carbonitrile